OCCS(=O)(=O)CC(CCC[C@](C(=O)NN(C(=O)OC(C)(C)C)C)(C)C1=CC(=CC=C1)C[C@H](C(=O)OC)C)(C)C Tert-butyl 2-((R)-7-((2-hydroxyethyl)sulfonyl)-2-(3-((R)-3-methoxy-2-methyl-3-oxopropyl)phenyl)-2,6,6-trimethylheptanoyl)-1-methylhydrazine-1-carboxylate